4-(3-((2S,3R,6R)-2,6-Dimethyl-3-(((5-(trifluoromethyl)pyrimidin-2-yl)amino)methyl)morpholine-4-carbonyl)-1-methyl-1H-pyrazol-4-yl)benzonitrile C[C@H]1[C@H](N(C[C@H](O1)C)C(=O)C1=NN(C=C1C1=CC=C(C#N)C=C1)C)CNC1=NC=C(C=N1)C(F)(F)F